1-({(5s,7s)-3-[2-methyl-2-(5-phenyl-1,3,4-oxadiazol-2-yl)propyl]-2-oxo-1-oxa-3-azaspiro[4.5]decan-7-yl}methyl)-1H-benzimidazole-6-carbonitrile CC(CN1C(O[C@]2(C1)C[C@H](CCC2)CN2C=NC1=C2C=C(C=C1)C#N)=O)(C)C=1OC(=NN1)C1=CC=CC=C1